cis-2,3-Octandiol CC(C(CCCCC)O)O